O1COC2=C1C=CC(=C2)C(CC(=O)OC)C2=CC1=CC(=CC=C1C=C2)OCC(=O)NC2CCCC2 Methyl 3-(benzo[d][1,3]dioxol-5-yl)-3-(7-(2-(cyclopentylamino)-2-oxoethoxy)naphthalen-2-yl)propanoat